1-(6-chloropyridin-2-yl)ethan-1-amine ClC1=CC=CC(=N1)C(C)N